5,6-dimethoxybenzo[b]thiophene-2-formic acid COC1=CC2=C(SC(=C2)C(=O)O)C=C1OC